2'-(2,6-difluoro-3,5-dimethoxyphenyl)-6'-(5-(morpholinomethyl)pyridin-3-yl)-1'H-spiro[cyclopropane-1,4'-[2,7]naphthyridin]-3'(2'H)-one FC1=C(C(=C(C=C1OC)OC)F)N1CC2=CN=C(C=C2C2(C1=O)CC2)C=2C=NC=C(C2)CN2CCOCC2